4-methyl-7-((4-(2-oxo-2,3-dihydro-1H-imidazo[4,5-b]pyridin-5-yl)piperazin-1-yl)methyl)-3-(trifluoromethyl)-1,5-naphthyridin-2(1H)-one CC1=C(C(NC2=CC(=CN=C12)CN1CCN(CC1)C1=CC=C2C(=N1)NC(N2)=O)=O)C(F)(F)F